rac-2-(3-fluorophenyl)-N-[(4-isopropyl-2,5-dioxoimidazolidin-4-yl)methyl]-2H-1,2,3-triazole-4-carboxamide FC=1C=C(C=CC1)N1N=CC(=N1)C(=O)NC[C@]1(NC(NC1=O)=O)C(C)C |r|